BrC1=NN(C(=C1)C=1OC(C2=C(N1)C(=CC(=C2)I)C)=O)C2=NC=CC=C2Cl 2-(3-bromo-1-(3-chloropyridin-2-yl)-1H-pyrazol-5-yl)-6-iodo-8-methyl-4H-benzo[d][1,3]oxazin-4-one